C(CCCCCCC)(=O)C=1C=CC=2N(C3=CC=C(C=C3C2C1)C(C(=O)OC)=O)C1=CC=C(C=C1)[N+](=O)[O-] 3-octanoyl-6-(2-methoxy-2-oxoacetyl)-N-(4-nitrophenyl)carbazole